CC1=CC=C(C=C1)OC#CC propynyl (4-methyl)phenyl ether